2-amino-N-(4-methoxyphenyl)-N-methyl-3-phenylacrylamide NC(C(=O)N(C)C1=CC=C(C=C1)OC)=CC1=CC=CC=C1